C(C)(C)(C)OC(=O)N1CCC(CC1)(C(=O)O)NC1=CC(=C(C=C1)C1=CC(=C(C(=C1)OC)C)OC)COC1CCCC1 1-(tert-butoxycarbonyl)-4-((2-((cyclopentyloxy)methyl)-3',5'-dimethoxy-4'-methyl-[1,1'-biphenyl]-4-yl)amino)piperidine-4-carboxylic acid